NCC(CN1C(=NC2=C1C=C(C=C2)C(=O)O)CC2=C(C=C(C=C2)C2=NC(=CC=C2)OCC2=C(C=C(C=C2)C#N)F)F)OC 1-(3-amino-2-methoxypropyl)-2-(4-(6-((4-cyano-2-fluorobenzyl)oxy)pyridin-2-yl)-2-fluorobenzyl)-1H-benzo[d]imidazole-6-carboxylic acid